1-(2-bromophenoxy)naphthalene BrC1=C(OC2=CC=CC3=CC=CC=C23)C=CC=C1